COC(C1=CC(=CC=C1)C1=NC(=NC(=C1)C(F)(F)F)S(=O)(=O)C)=O 3-(2-(methylsulfonyl)-6-(trifluoromethyl)pyrimidin-4-yl)benzoic acid methyl ester